(2-fluoro-5-hydroxyphenyl)(6-(5-(6-methoxypyridin-3-yl)-3-(trifluoromethyl)-1H-pyrazol-1-yl)-2-azaspiro[3.3]heptan-2-yl)methanone FC1=C(C=C(C=C1)O)C(=O)N1CC2(C1)CC(C2)N2N=C(C=C2C=2C=NC(=CC2)OC)C(F)(F)F